C(C1=CC=CC=C1)C1=NC(=C(C(=N1)O)OC1=C(C=CC=C1)OC)O 2-benzyl-5-(2-methoxyphenoxy)pyrimidine-4,6-diol